cyclopropyl(5-(((2-((1-((dimethylamino)methyl)cyclopropyl)methoxy)-7-(8-ethylnaphthalen-1-yl)-5,6,7,8-tetrahydropyrido[3,4-d]pyrimidin-4-yl)amino)methyl)-1H-1,2,4-triazol-3-yl)methanol C1(CC1)C(O)C1=NNC(=N1)CNC=1C2=C(N=C(N1)OCC1(CC1)CN(C)C)CN(CC2)C2=CC=CC1=CC=CC(=C21)CC